1,1,2,2-tetramethyl-1-(3-methylcyclopenta-2,4-dien-1-yl)-2-(1,5,6,7-tetrahydro-s-indacen-1-yl)disilane C[Si]([Si](C1C=CC2=CC=3CCCC3C=C12)(C)C)(C1C=C(C=C1)C)C